O[C@@H](CO)C=1C=C(C(=O)N)C=C(N1)C1=CC=C(C=C1)OC1=CC=C(C=C1)F (R)-2-(1,2-Dihydroxyethyl)-6-(4-(4-fluorophenoxy)phenyl)isonicotinamid